L-tyrosine hydrochloride Cl.N[C@@H](CC1=CC=C(C=C1)O)C(=O)O